C(C)(C)(C)OC(=O)N1C[C@H](CC1)OC1=NC=C(C(=O)N2CCN(CC2)C(=O)OCC2=CC=CC=C2)C=C1C1=CC=C(C=C1)F Benzyl (S)-4-(6-((1-(tert-butoxycarbonyl)pyrrolidin-3-yl)oxy)-5-(4-fluorophenyl)nicotinoyl)piperazine-1-carboxylate